C1(CC1)C=1N=NN(C1)[C@H](C(=O)N1[C@@H](C[C@H](C1)O)C(=O)NCC1(CC2(C1)CCC2)C2=NC=CC=C2)C(C)(C)C (2S,4R)-1-[(2S)-2-(4-cyclopropyltriazol-1-yl)-3,3-dimethyl-butanoyl]-4-hydroxy-N-[[2-(2-pyridyl)spiro[3.3]heptan-2-yl]methyl]pyrrolidine-2-carboxamide